ClC1=C(N=C(N=N1)SC)C 6-Chloro-5-methyl-3-(methylthio)-1,2,4-triazine